NC1=C2N=CN(C2=NC=N1)[C@H]1[C@@H]([C@@H]([C@H](O1)C(=O)NC1CCN(CC1)CCC1=CC=CC=C1)O)O (2S,3S,4R,5R)-5-(6-amino-9H-purin-9-yl)-3,4-dihydroxy-N-(1-phenethylpiperidin-4-yl)tetrahydrofuran-2-carboxamide